C=C(C(=O)OC1CS(C1)(=O)=O)CC(N[C@@H](C)C1=NC=C(C=C1)C(F)(F)F)=O 1,1-dioxidothietan-3-yl (S)-2-methylene-4-oxo-4-((1-(5-(trifluoromethyl)pyridin-2-yl)ethyl)amino)butanoate